N-(4-bromo-3-methylbenzyl)-5-oxopyrrolidine-3-carboxamide BrC1=C(C=C(CNC(=O)C2CNC(C2)=O)C=C1)C